5-cyclopropyl-1,2,3-thiadiazole-4-carboxylic acid C1(CC1)C1=C(N=NS1)C(=O)O